5-Methyl-N-(naphthalen-2-yl)-1-(o-tolyl)-1H-1,2,3-triazole-4-carboxamide CC1=C(N=NN1C1=C(C=CC=C1)C)C(=O)NC1=CC2=CC=CC=C2C=C1